C(C)(C)(C)OC(=O)N[C@@H](CCCCN)C(=O)O e-tert-butyloxycarbonyl-L-lysine